COCC1=NC2=CC=CC=C2C=C1 2-(1-methoxymethyl)quinoline